chloro-N-(3,5-dimethoxyphenyl)-N-(6-methoxybenzo[d][1,3]oxazol-5-yl)acetamide ClCC(=O)N(C=1C(=CC2=C(N=CO2)C1)OC)C1=CC(=CC(=C1)OC)OC